C(C1=CC=CC=C1)NC(N(C1=NC=C(C=C1)C=1C=NN(C1)C)[C@@H]1CC[C@H](CC1)NC1=NC=C(C(=N1)N1CCSCC1)C#N)=O 3-benzyl-1-(trans-4-((5-cyano-4-(thiomorpholin-4-yl)pyrimidin-2-yl)amino)cyclohexyl)-1-(5-(1-methyl-1H-pyrazol-4-yl)pyridin-2-yl)urea